ClC1=C(C=CC(=C1)C#N)S(=O)(=O)N1C[C@@]([C@H](C1)SC1=NC=C(C=C1)Cl)(O)CNC(OC(C)(C)C)=O tert-butyl (((3S,4S)-1-((2-chloro-4-cyanophenyl)sulfonyl)-4-((5-chloropyridin-2-yl)thio)-3-hydroxypyrrolidin-3-yl)methyl)carbamate